methyl 3-amino-5-[2-(dimethylamino)ethoxy]-6-(1-methylbenzimidazol-4-yl)pyrazine-2-carboxylate NC=1C(=NC(=C(N1)OCCN(C)C)C1=CC=CC=2N(C=NC21)C)C(=O)OC